The molecule is a branched amino tetrasaccharide comprised of an alpha-D-mannosyl residue linked (1->6) to the middle mannose of alpha-D-Man-(1->3)-beta-D-Man-(1->4)-beta-D-GlcNAc. An intermediate glycan structure of glycosylated proteins. It is a glucosamine oligosaccharide and an amino tetrasaccharide. CC(=O)N[C@@H]1[C@H]([C@@H]([C@H](O[C@H]1O)CO)O[C@H]2[C@H]([C@H]([C@@H]([C@H](O2)CO[C@@H]3[C@H]([C@H]([C@@H]([C@H](O3)CO)O)O)O)O)O[C@@H]4[C@H]([C@H]([C@@H]([C@H](O4)CO)O)O)O)O)O